1-(3-chloro-4-methoxyphenyl)-6-(4-methylpiperazin-1-yl)-2-((triisopropylsilyl)ethynyl)-1H-benzo[d]imidazole ClC=1C=C(C=CC1OC)N1C(=NC2=C1C=C(C=C2)N2CCN(CC2)C)C#C[Si](C(C)C)(C(C)C)C(C)C